ClC1=NC=C(C(=N1)N1CC2(CCC2)C(C1)=O)F 6-(2-chloro-5-fluoropyrimidin-4-yl)-6-azaspiro[3.4]octan-8-one